CO[C@H]1CN(C[C@H]1NC(=O)NCCCCCCCCCCCCC)C(=O)C1=CC=C(C(=O)N2C[C@H]([C@@H](C2)C(=O)N[C@@H]2[C@H](C2)C2=CC=CC=C2)C(=O)N[C@@H]2[C@H](C2)C2=CC=CC=C2)C=C1 (3S,4S)-1-(4-((3S,4R)-3-methoxy-4-(3-tridecylureido)pyrrolidine-1-carbonyl)benzoyl)-N3,N4-bis((1S,2R)-2-phenylcyclopropyl)pyrrolidine-3,4-dicarboxamide